CN(C)CC1OCCN(C1)C=1C=CC(=NC1)NC=1C=CC(=C2CNC(C12)=O)C1=CN=C2N1C=CC(=C2)F 7-((5-(2-((dimethyl-amino)methyl)morpholino)pyridin-2-yl)amino)-4-(7-fluoroimidazo[1,2-a]pyridin-3-yl)isoindolin-1-one